C(#N)C1=C(C=CC2=C1C(=C(O2)C)C(=O)O)OCC2=C(N=CS2)C 4-cyano-2-methyl-5-((4-methylthiazol-5-yl)methoxy)benzofuran-3-carboxylic acid